7-chloro-2-(2,6-difluorophenyl)-N-((1r,4r)-4-morpholinocyclohexyl)imidazo[2,1-f][1,2,4]triazin-4-amine ClC1=CN=C2C(=NC(=NN21)C2=C(C=CC=C2F)F)NC2CCC(CC2)N2CCOCC2